C(C)(=O)O[C@@H]1CN(CC[C@H]1NC1=NN2C(C=N1)=C(N=C2CC(C)C)I)C(=O)OC(C)(C)C tert-butyl (3R,4R)-3-(acetyloxy)-4-{[5-iodo-7-(2-methylpropyl)imidazo[4,3-f][1,2,4]triazin-2-yl]amino}piperidine-1-carboxylate